tert-butyl 6-(4-(2-chloro-5-methoxyphenyl)-3-cyano-5,6,7,8-tetrahydro-1,7-naphthyridin-2-yl)-2,6-diazaspiro[3.4]octane-2-carboxylate ClC1=C(C=C(C=C1)OC)C1=C(C(=NC=2CNCCC12)N1CC2(CN(C2)C(=O)OC(C)(C)C)CC1)C#N